C1=C(C=CC=2OC3=C(C21)C=CC=C3)C3=CC(=NC=C3)B3OC(C(O3)(C)C)(C)C 4-(dibenzo[b,d]furan-2-yl)-2-(4,4,5,5-tetramethyl-1,3,2-dioxaborolan-2-yl)pyridine